C(#N)C1=NC2=CC(=CC(=C2N=C1N1CC(OCC1)CF)[C@@H](C)NC1=C(C(=O)O)C=CC=C1)C 2-(((1R)-1-(2-cyano-3-(2-(fluoromethyl)morpholino)-7-methylquinoxalin-5-yl)ethyl)amino)benzoic acid